COC1=CC=C(C(=O)NC)C=C1 4-methoxy-N-methylbenzamide